ClC1=CC(=CC(=N1)NCC1=CC=C(C=C1)OC)C1=NN=NN1 6-chloro-N-(4-methoxybenzyl)-4-(1H-tetrazol-5-yl)pyridin-2-amine